[4-[(2,4-dimethylpyrimidin-5-yl)methyl]cyclohexyl]-[(3S)-3-(5-fluoro-6-methylpyridin-3-yl)-1,2-oxazolidin-2-yl]methanone CC1=NC=C(C(=N1)C)CC1CCC(CC1)C(=O)N1OCC[C@H]1C=1C=NC(=C(C1)F)C